2-ethenyl-4-[4-(ethylamino)piperidin-1-yl]-N-{8-fluoro-2-methylimidazo[1,2-a]pyridin-6-yl}indazole-7-carboxamide C(=C)N1N=C2C(=CC=C(C2=C1)N1CCC(CC1)NCC)C(=O)NC=1C=C(C=2N(C1)C=C(N2)C)F